COCOC=1C(=NC=C(C1)C=C)C(=O)OC methyl 3-(methoxymethoxy)-5-vinylpicolinate